3-(2,6-difluoro-3,5-dimethoxyphenyl)-1-[(2-methoxypyridin-4-yl)methyl]-8-(morpholin-4-ylmethyl)-7-(phenylsulfonyl)-1,3,4,7-tetrahydro-2H-pyrrolo[3',2':5,6]pyrido[4,3-d]pyrimidin-2-one FC1=C(C(=C(C=C1OC)OC)F)N1C(N(C2=C(C1)C=NC1=C2C=C(N1S(=O)(=O)C1=CC=CC=C1)CN1CCOCC1)CC1=CC(=NC=C1)OC)=O